OC1=CC=C(C=C1)[C@@H]1OC2=C([C@H]1C(=O)OC)C=C(C=C2)\C=C\C(=O)OC methyl (2R,3R)-2-(4-hydroxyphenyl)-5-((E)-3-methoxy-3-oxoprop-1-en-1-yl)-2,3-dihydrobenzofuran-3-carboxylate